CC(CC(O)C1=NC=C(C=C1)N1CCN(CC1)C1=CC=C(C=C1)B1OC(C(O1)(C)C)(C)C)C 3-methyl-1-(5-(4-(4-(4,4,5,5-tetramethyl-1,3,2-dioxaborolan-2-yl)phenyl)piperazin-1-yl)pyridin-2-yl)butan-1-ol